neopentyl α-cyano-β,β-diphenylacrylate C(#N)C(C(=O)OCC(C)(C)C)=C(C1=CC=CC=C1)C1=CC=CC=C1